1-ethyl-3-(5-((4-(2-fluoro-6-(1H-imidazol-2-yl)pyridin-3-yl)piperidin-1-yl)methyl)thiazol-2-yl)urea C(C)NC(=O)NC=1SC(=CN1)CN1CCC(CC1)C=1C(=NC(=CC1)C=1NC=CN1)F